[Cl-].C(C)(C)(C)OC(=O)OC1=CC=C(C=C1)[Zr+3].[Cl-].[Cl-] 4-t-Butoxycarbonyloxyphenyl-zirconium (IV) chloride